3-(3-isopropyl-1-phenyl-1H-pyrazol-5-yl)urea C(C)(C)C1=NN(C(=C1)NC(N)=O)C1=CC=CC=C1